C(#N)/C(/C(=O)NC1=NC=C(C=N1)S(=O)(=O)N(C)C)=C(\C=1C=NOC1C)/O (Z)-2-cyano-N-(5-(N,N-dimethylaminosulfonyl)pyrimidin-2-yl)-3-hydroxy-3-(5-methylisoxazol-4-yl)acrylamide